2,4-dihydroxyanisole OC1=C(C=CC(=C1)O)OC